Silver-Indium Tin Oxide [Sn]=O.[In].[Ag]